COC1=CC(=C(C2=CC=CC=C12)O)C 4-methoxy-2-methylnaphthalen-1-ol